(1S,3S)-N1-(5-(pent-3-yl)pyrazolo[1,5-a]pyrimidin-7-yl)cyclopentane-1,3-diamine CCC(CC)C1=NC=2N(C(=C1)N[C@@H]1C[C@H](CC1)N)N=CC2